FC1=C(C=CC=C1)N(C=1C=2C3(CCCCC3(NC2C=CC1)C)C)C1=C(C=CC=C1)F N,N-bis(2-fluorophenyl)-4a,9a-dimethyl-2,3,4,4a,9,9a-hexahydro-1H-carbazol-5-amine